NCC1=C(C=NC(=C1)F)NC1C(NC(CC1)=O)=O 3-((4-(Aminomethyl)-6-fluoropyridin-3-yl)amino)piperidine-2,6-dione